C[C@@H]1CN(C[C@@H](O1)C)C(=O)C1=NN(C=2CC[C@@H](CC12)C(F)(F)F)CC(=O)N1CCN(CC1)C1=C(C(=CC=C1)C)C |&1:16| 2-[(SR)-3-[(2R,6S)-2,6-dimethylmorpholine-4-carbonyl]-5-(trifluoromethyl)-4,5,6,7-tetrahydro-1H-indazol-1-yl]-1-[4-(2,3-dimethylphenyl)piperazin-1-yl]ethan-1-one